4-benzyloxy-3-methoxyphenyl-acetic acid C(C1=CC=CC=C1)OC1=C(C=C(C=C1)CC(=O)O)OC